N1C=CC=2C1=NC=C(C2)OC2=C(C(=O)N)C=CC=C2 (1H-pyrrolo[2,3-b]pyridin-5-yloxy)benzamide